OCCOC1=C(C=C(C=C1)C(CCC1=C(N=C(S1)C1=CC=C(C=C1)C(F)(F)F)C(C)C)=O)C 1-(4-(2-hydroxyethoxy)-3-methylphenyl)-3-(4-isopropyl-2-(4-(trifluoromethyl)phenyl)thiazol-5-yl)propan-1-one